4-sulfonylmethyl-3-methylaniline S(=O)(=O)=CC1=C(C=C(N)C=C1)C